ethyl 8-bromo-1-(pyridin-2-yl)-4,5-dihydro-1H-benzo[g]indazole-3-carboxylate BrC1=CC2=C(CCC=3C(=NN(C23)C2=NC=CC=C2)C(=O)OCC)C=C1